ClC1=CC2=C(C(CN(CC2)C(C(F)(F)F)=O)C)C=C1Cl 1-(7,8-dichloro-1-methyl-1,2,4,5-tetrahydro-3H-benzo[d]azepin-3-yl)-2,2,2-trifluoroethan-1-one